OC(C)(C)C1C(NC2=CC=CC=C2N1)=O 3-(2-Hydroxypropan-2-yl)-3,4-dihydroquinoxalin-2(1H)-one